tert-butyl 2-({1H,2H,3H-benzo[b]pyrrolizin-9-yl} carbonyl)-9,9-difluoro-2,6-diazaspiro[3.5]nonane-6-carboxylate C1CCN2C3=C(C(=C12)C(=O)N1CC2(C1)CN(CCC2(F)F)C(=O)OC(C)(C)C)C=CC=C3